FC(C1=NC(=NC(=N1)C(F)(F)F)N1[C@H](C=2NC3=CC=C(C=C3C2CC1)Cl)C[C@@H](CCC#N)O)(F)F (4R)-5-{(1S)-2-[4,6-bis(trifluoromethyl)-1,3,5-triazin-2-yl]-6-chloro-2,3,4,9-tetrahydro-1H-pyrido[3,4-b]indol-1-yl}-4-hydroxypentanenitrile